O=C1NC(CCC1N1C(C2=CC=C(C=C2C1=O)CN1CCN(CC1)C1=CC=C(C=C1)C)=O)=O 2-(2,6-dioxopiperidin-3-yl)-5-((4-(p-methylphenyl)piperazin-1-yl)methyl)isoindoline-1,3-dione